C1(CC1)CON=C(C(=O)N1CC(C(CC1)NC1=CC(=NC=N1)C(=O)NC[C@@H](CN1CC2=CC=CC=C2CC1)O)F)C 6-((1-(2-((cyclopropylmethoxy)imino)propanoyl)-3-fluoropiperidin-4-yl)amino)-N-((S)-3-(3,4-dihydroisoquinolin-2(1H)-yl)-2-hydroxypropyl)pyrimidine-4-carboxamide